[6-(3-cyclopropyl-1H-1,2,4-triazol-5-yl)-2-azaspiro[3.3]heptan-2-yl]-[6-[[1-(2-hydroxyethyl)-3-(trifluoromethyl)pyrrolo[2,3-b]pyridin-6-yl]methyl]-2-azaspiro[3.3]heptan-2-yl]methanone C1(CC1)C1=NNC(=N1)C1CC2(CN(C2)C(=O)N2CC3(C2)CC(C3)CC3=CC=C2C(=N3)N(C=C2C(F)(F)F)CCO)C1